C1(\C=C\CCCCC1)OC(NCC1=CC=CC=C1)=O (E)-Cyclooct-2-en-1-yl-benzylcarbamat